NC=1C(=CC2=CC(=CC(=C2C1)O)S(=O)(=O)O)S(=O)(=O)O 3-Amino-5-hydroxynaphthalene-2,7-disulfonic acid